N1-(4-(methylsulfonyl)benzyl)glutaramide CS(=O)(=O)C1=CC=C(CNC(CCCC(=O)N)=O)C=C1